CN1CC(CC1)C(=O)OCCOCCOCCOCCOCC(COCCCCCCCC(OC(CCCCCCCC)CCCCCCCC)=O)OCCCCCCCC(=O)OC(CCCCCCCC)CCCCCCCC 2-[2-[2-[2-[2,3-bis[8-(1-octylnonoxy)-8-oxo-octoxy] propoxy] ethoxy]ethoxy] ethoxy]ethyl 1-methylpyrrolidine-3-carboxylate